10-fluoro-2-methyl-5-carbonyl-1,2,4a,5,6,7-hexahydro-8-oxa-3,5a,9,13c-tetraazanaphtho[3,2,1-de]anthracene-3(4H)-carboxylate FC1=CC=CC2=C3C=4N(CCOC4N=C12)C(C1CN(C(CN13)C)C(=O)[O-])=C=O